C(C=C)OC1=C(C=CC=C1)NC(=O)C=1C=C2C=CC=NC2=CC1 N-(2-(allyloxy)phenyl)quinoline-6-carboxamide